C(C(C)(C)C)(=O)OC1=CC=C(C(=O)O)C=C1 4-pivaloyloxybenzoic acid